C1C(C=C)O1 1,3-butadiene oxide